2-[3-(dibenzylamino)-2-fluoro-4-nitrophenyl]prop-2-enoic acid tert-butyl ester C(C)(C)(C)OC(C(=C)C1=C(C(=C(C=C1)[N+](=O)[O-])N(CC1=CC=CC=C1)CC1=CC=CC=C1)F)=O